FC=1C(=NC=CC1)CNC1=NS(C2=C(N1)C(=CC=C2)\C=C/C2=C(C=CC=C2)F)(=O)=O (Z)-3-(((3-fluoropyridin-2-yl)methyl)amino)-5-(2-fluorostyryl)-4H-benzo[e][1,2,4]thiadiazine 1,1-dioxide